FC1=C(C(=C(C(=C1F)F)F)F)S(=O)(=O)Cl 2,3,4,5,6-pentafluorophenylsulfonyl chloride